2-chloro-5-(trifluoromethyl)isonicotinic acid ClC=1C=C(C(=O)O)C(=CN1)C(F)(F)F